S(=O)(=O)(O[C@H](CCCCCC)C\C=C/CCCCCCCC(=O)O)[O-].[Na+] sodium [(Z,7R)-17-carboxyheptadec-9-en-7-yl] sulphate